N=C(CCNC(=O)C1=CC(=CN1C)NC(=O)C1=CC(=CN1C)NC(C1=CN=C(C=C1)\C=C\C1=CC=C(C=C1)OC)=O)NC (E)-N-(5-((5-((3-imino-3-(methylamino)propyl)carbamoyl)-1-methyl-1H-pyrrol-3-yl)carbamoyl)-1-methyl-1H-pyrrol-3-yl)-6-(4-methoxystyryl)nicotinamide